4-(phenylamino)-2-(piperidin-4-ylamino)pyrimidine-5-carboxamide C1(=CC=CC=C1)NC1=NC(=NC=C1C(=O)N)NC1CCNCC1